(Z)-2-[4-(4-chlorophenyl)-1,3-thiazol-2-yl]-3-pyridin-3-ylprop-2-enenitrile ClC1=CC=C(C=C1)C=1N=C(SC1)\C(\C#N)=C/C=1C=NC=CC1